C(C)OC1=C(C(=NC=C1[N+](=O)[O-])C=1C=NC=CC1)C=1N=NN(N1)C(C1=CC=CC=C1)(C1=CC=CC=C1)C1=CC=CC=C1 ethoxy-5-nitro-3-(2-trityl-2H-tetrazol-5-yl)-2,3'-bipyridine